1-(4-{[(1R)-1-{3-[(2RS)-2-cyclobutyl-1,1-difluoro-2-hydroxypropyl]-2-fluorophenyl}ethyl]amino}-2-methylpyrido[3,4-d]pyrimidin-6-yl)-2,5-dihydro-1H-1lambda5-phosphol-1-one C1(CCC1)[C@@](C(F)(F)C=1C(=C(C=CC1)[C@@H](C)NC=1C2=C(N=C(N1)C)C=NC(=C2)P2(CC=CC2)=O)F)(C)O |&1:4|